tert-butyl (6S,7S)-7-amino-6-(3-bromobenzyl)-5-azaspiro[2.4]heptane-5-carboxylate N[C@@H]1[C@@H](N(CC12CC2)C(=O)OC(C)(C)C)CC2=CC(=CC=C2)Br